C(CCCCCCCCCCC)SCCC(=O)OCC(COC(CCSCCCCCCCCCCCC)=O)(COC(CCSCCCCCCCCCCCC)=O)COC(CCSCCCCCCCCCCCC)=O pentaerythritol tetra(β-dodecyl mercaptopropionate)